C(CCCCCCCCCCC\C=C/CCCCCCCC)NC(=O)N N-(13Z)-13-docosen-1-yl-urea